1-(3-(4,4-bis(methoxy-methyl)cyclohexyl)-2-((methyl(2-(methylamino)-ethyl)amino)methyl)-4,5,6,7-tetrahydropyrazolo[1,5-a]-pyrazine-5-carbonyl)cyclopropane-1-carbonitrile COCC1(CCC(CC1)C=1C(=NN2C1CN(CC2)C(=O)C2(CC2)C#N)CN(CCNC)C)COC